FC1=C(C=CC=C1)NCC=1NC(=C(N1)C=1C=CC=2N(C1)N=CN2)C2=NC(=CC=C2)C N-(2-fluorophenyl)-5-(6-methyl-2-pyridinyl)-4-[1,2,4]triazolo[1,5-a]pyridine-6-yl-1H-imidazole-2-methanamine